(S)-5-amino-3-((3,5-dimethoxyphenyl)ethynyl)-1-(1-(2-fluoropropenyl)pyrrolidin-3-yl)-1H-pyrazole-4-carboxamide NC1=C(C(=NN1[C@@H]1CN(CC1)C=C(C)F)C#CC1=CC(=CC(=C1)OC)OC)C(=O)N